C(C)(C)(C)OC(=O)N1CCC2(CC1)C(C=1C(=NC(=CC1)C)C2)=O 2-methyl-5-oxo-spiro[5,7-dihydro-cyclopenta[b]pyridine-6,4'-piperidine]-1'-carboxylic acid tert-butyl ester